(t-butyl)-L-aspartic acid C(C)(C)(C)N[C@@H](CC(=O)O)C(=O)O